COC1=CC2=C(C=3C=NOC31)C=C(S2)C(CCC(=O)OC(C)(C)C)=O tert-butyl 4-(4-methoxythieno[2',3':5,6]benzo[1,2-D]isoxazol-7-yl)-4-oxobutanoate